1-(naphthalene-2-yl)propan-1-one copper [Cu].C1=C(C=CC2=CC=CC=C12)C(CC)=O